(2R,3S)-2-(3-(7-(1-((1,3-dioxolan-2-yl)methyl)-1H-pyrazol-4-yl)-5-chloro-1H-benzo[d]imidazol-1-yl)propyl)piperidin-3-ol O1C(OCC1)CN1N=CC(=C1)C1=CC(=CC2=C1N(C=N2)CCC[C@H]2NCCC[C@@H]2O)Cl